1,4-dioxa-10-azadispiro[4.1.5.1]tridecane O1CCOC12CC1(CCNCC1)C2